C(C)(C)(C)OOC1(CCCCC1)OOC(C)(C)C bis-tert-butylperoxycyclohexane